5-acetamidoindole C(C)(=O)NC=1C=C2C=CNC2=CC1